1,1,1,3,3,3-hexafluoropropan-2-yl (+)-1-((4-methyltetrahydro-2H-pyran-4-yl)carbamoyl)-6-azaspiro[2.5]octane-6-carboxylate CC1(CCOCC1)NC(=O)C1CC12CCN(CC2)C(=O)OC(C(F)(F)F)C(F)(F)F